(4-(2-(methylamino)ethyl)piperazin-1-yl)methanone CNCCN1CCN(CC1)C=O